Para-Cresyl Hexanoate C(CCCCC)(=O)OC1=CC=C(C=C1)C